4-(5-Chloropyrazin-2-yl)piperazin ClC=1N=CC(=NC1)N1CCNCC1